methylsulphate COS(=O)(=O)[O-]